C1(=CC=C(C=C1)CN(C1=CC=C(C=C1)F)C)CN(C1=CC=C(C=C1)F)C N,N'-(1,4-phenylenebis(methylene))bis(4-fluoro-N-methylaniline)